OC1CN(CCC1)C=1C=NC(=NC1)N1C(C2=CC=C(C=C2C=N1)C1=C(C(=CC=C1)OC)C)=O 37-cis-2-(5-(3-Hydroxypiperidin-1-yl)pyrimidin-2-yl)-6-(3-methoxy-2-methylphenyl)phthalazin-1(2H)-one